C(C)[NH+](CC)CC.P([O-])(=O)(OP(=O)([O-])[O-])OC[C@@H]1[C@H]([C@H]([C@@H](O1)N1C=NC=2C(=O)NC(N)=NC12)O)O.C(C)[NH+](CC)CC.C(C)[NH+](CC)CC guanosine diphosphate triethylammonium salt